(2R,5S,8R,9S,10S,13S,14S,17S)-l-7-(6-hydroxyhexyloxy)-2,10,13-trimethyltetradecahydro-1H-cyclopenta[a]phenanthren-3(2H)-one OCCCCCCOC1C[C@H]2CC([C@@H](C[C@@]2([C@H]2CC[C@@]3(CCC[C@H]3[C@@H]12)C)C)C)=O